4-(dimethylamino)-1-trifluoromethanesulfonylpyridin-1-ium triflate [O-]S(=O)(=O)C(F)(F)F.CN(C1=CC=[N+](C=C1)S(=O)(=O)C(F)(F)F)C